bromo-5-ethyl-1-methyl-1H-imidazole-4-carboxylic acid methyl ester COC(=O)C=1N=C(N(C1CC)C)Br